tert-butyl N-[(1S)-1-(hydrazinecarbonyl)-2,2-dimethylpropyl]carbamate N(N)C(=O)[C@H](C(C)(C)C)NC(OC(C)(C)C)=O